FC(CCN[C@H]1CCC=2C=C(C(=C(C2C1)F)N1CC(NS1(=O)=O)=O)O)F 5-{(7S)-7-[(3,3-difluoropropyl)amino]-1-fluoro-3-hydroxy-5,6,7,8-tetrahydronaphthalen-2-yl}-1λ6,2,5-thiadiazolidine-1,1,3-trione